(R)-1-(3,3-difluoro-4-((5-(1-(2-fluoroethyl)-1H-benzo[d]imidazol-6-yl)-4-methoxypyrrolo[2,1-f][1,2,4]triazin-2-yl)amino)pyrrolidin-1-yl)ethan-1-one FC1(CN(C[C@H]1NC1=NN2C(C(=N1)OC)=C(C=C2)C=2C=CC1=C(N(C=N1)CCF)C2)C(C)=O)F